methyl 6-amino-5-methylquinoline-7-carboxylate NC=1C(=C2C=CC=NC2=CC1C(=O)OC)C